N'-((ethane-1,2-diylbis(oxy))bis(ethane-2,1-diyl))bisacrylamide C(COCCC=CC(=O)N)OCCC=CC(=O)N